5-(Cyclopenten-1-yl)-N-[4-[(6,7-dimethoxy-1,5-naphthyridin-4-yl)oxy]-3-fluorophenyl]-4-hydroxy-6-methylpyridine-3-carboxamide hydrochloride Cl.C1(=CCCC1)C=1C(=C(C=NC1C)C(=O)NC1=CC(=C(C=C1)OC1=CC=NC2=CC(=C(N=C12)OC)OC)F)O